3-[1-(5-fluoro-2-methylphenyl)cyclopropyl]-1,2,4-oxadiazole FC=1C=CC(=C(C1)C1(CC1)C1=NOC=N1)C